OC=1C=C2C=CC(=C(C2=CC1)OC1=CC=C(OCCN2CCN(CC2)CCOCC(=O)O)C=C1)C1=CC=C(C=C1)S(=O)(=O)C 2-(2-(4-(2-(4-((6-hydroxy-2-(4-(Methylsulfonyl)phenyl)naphthalen-1-yl)oxy)phenoxy)ethyl)piperazin-1-yl)ethoxy)acetic acid